C1(=CC=CC=C1)C=1SC(=CC1C1=C(C(C(C1(F)F)(F)F)(F)F)C1=C(SC(=C1)C1=CC=C(C=C1)C=C)C1=CC=CC=C1)C1=CC=CC=C1 (2-(2,5-diphenylthiophen-3-yl)-3,3,4,4,5,5-hexafluorocyclopent-1-en-1-yl)-2-phenyl-5-(4-vinylphenyl)thiophene